(S)-(tert-Butoxycarbonylethyl)-2-[3(S)-(4(S)-phenyloxazolidin-2-one-3-yl)-4(R)-(2-chlorostyren-2-yl)azetidin-2-one-1-yl]acetic acid C(C)(C)(C)OC(=O)CC[C@@H](C(=O)O)N1C([C@H]([C@@H]1C1(C(C=C)C=CC=C1)Cl)N1C(OC[C@@H]1C1=CC=CC=C1)=O)=O